tert-butyl N-[(1R)-1-cyclohexyl-2-oxo-2-[4-(4-piperidyloxy)-1-piperidyl]ethyl]carbamate C1(CCCCC1)[C@H](C(N1CCC(CC1)OC1CCNCC1)=O)NC(OC(C)(C)C)=O